rac-tert-Butyl (R)-6-(2-cyclopropylpyrrolidin-1-yl)quinoline-4-carboxylate C1(CC1)[C@@H]1N(CCC1)C=1C=C2C(=CC=NC2=CC1)C(=O)OC(C)(C)C |r|